COC(=O)C=1C=NC(=CC1OC(CC)C)N 6-amino-4-[1-methylpropyloxy]Pyridine-3-carboxylic acid methyl ester